tris[4-(4-acetylphenylsulfanyl)phenyl]sulfonium methanesulfonate CS(=O)(=O)[O-].C(C)(=O)C1=CC=C(C=C1)SC1=CC=C(C=C1)[S+](C1=CC=C(C=C1)SC1=CC=C(C=C1)C(C)=O)C1=CC=C(C=C1)SC1=CC=C(C=C1)C(C)=O